CC1=C(C=CC(=C1)C)C(C)C 2,4-dimethyl-1-(1-methylethyl)benzene